FC=1C(=C(C(=O)O)C=CC1)C=1SC=CN1.FC=1C(=C(C(=O)OC(C)(C)C)C=CC1)I tert-butyl 3-fluoro-2-iodobenzoate 3-fluoro-2-(thiazol-2-yl)benzoate